(3aS,4S,6aS)-N-(3-chloro-2,4-difluorophenyl)-N,2,2-trimethyl-6-oxo-tetrahydro-3aH-[1,3]dioxolo[4,5-c]pyrrole-4-carboxamide ClC=1C(=C(C=CC1F)N(C(=O)[C@@H]1[C@H]2[C@@H](C(N1)=O)OC(O2)(C)C)C)F